(4-(3,4-dichlorophenyl)-2-(morpholinomethyl)piperazine-1-carbonyl)quinolin-2(1H)-one ClC=1C=C(C=CC1Cl)N1CC(N(CC1)C(=O)N1C(C=CC2=CC=CC=C12)=O)CN1CCOCC1